1-[4-[6-[(E)-2-ethoxyvinyl]pyrimidin-4-yl]piperazin-1-yl]ethanone C(C)O/C=C/C1=CC(=NC=N1)N1CCN(CC1)C(C)=O